N1=C(NC2=C1C=CC=C2)N2CNC1=C2C=CC=C1 benzimidazolyl-(benzimidazolidine)